2-(benzoxazol-2-yl)-7,8-methylenedioxydibenzo[b,d]furan O1C(=NC2=C1C=CC=C2)C2=CC1=C(OC3=C1C=C1C(=C3)OCO1)C=C2